(1-benzenesulfonyl-2,3-dihydro-1H-indol-5-yl)-N-hydroxyacrylamide C1(=CC=CC=C1)S(=O)(=O)N1CCC2=CC(=CC=C12)C(C(=O)NO)=C